C(C)(C)(CC(C)(C)C)SSC=1SC(=NN1)SSC(C)(C)CC(C)(C)C 2,5-bis(t-octyl-dithio)-1,3,4-thiadiazole